N-(3α,7α-Dihydroxyl-4β-fluoro-6α-ethyl-5β-cholan-24-oyl)-cyclopropyl-sulfonamide O[C@H]1[C@@H]([C@H]2[C@H]([C@H]([C@H]3[C@@H]4CC[C@H]([C@@H](CCC(=O)NS(=O)(=O)C5CC5)C)[C@]4(CC[C@@H]3[C@]2(CC1)C)C)O)CC)F